N1N=NN=C1C1=C(C=CC=C1)NC(=O)C1=CC(=C(C(=O)NC=2C=CC(=C(C(=O)OC)C2)O)C=C1O)O methyl 5-(4-(2-(1H-tetrazol-5-yl) phenylaminocarbonyl)-2,5-dihydroxybenzoylamino)-2-hydroxybenzoate